5-ethyl-6-methyl-(pyridine-2(1H)-thione) C(C)C=1C=CC(NC1C)=S